4,5-Difluorophthalic anhydride FC=1C=C2C(C(=O)OC2=O)=CC1F